OC=1C(=NC(NC1CC)=O)N(CC)CC 5-hydroxytriethyl-cytosine